glyceryl monobehenate (glyceryl behenate) C(C(O)CO)C(C(=O)O)CCCCCCCCCCCCCCCCCCCC.C(CCCCCCCCCCCCCCCCCCCCC)(=O)OCC(O)CO